C(C)(C)C1=C(NC2=CC=C(C=C12)C1CCC(CC1)NC1COC1)C=1C(=C(C(N(C1)C)=O)C)C 5-(3-isopropyl-5-(4-(oxetan-3-ylamino)cyclohexyl)-1H-indol-2-yl)-1,3,4-trimethylpyridin-2(1H)-one